NC1=NC(N(C2=CC(=CC=C12)C(C)(F)F)C1=C(C=CC=C1)Cl)=O 4-amino-1-(2-chlorophenyl)-7-(1,1-difluoroethyl)quinazolin-2(1H)-one